C(C)(C)[C@H]1C(C[C@@H](CC1)C)(C=O)C=O (2s,5r)-2-isopropyl-5-methylcyclohexane-1,1-dicarboxaldehyde